tris(2,4-di-tert-butylphenyl) phosphite (phosphite) P(O)(O)O.P(OC1=C(C=C(C=C1)C(C)(C)C)C(C)(C)C)(OC1=C(C=C(C=C1)C(C)(C)C)C(C)(C)C)OC1=C(C=C(C=C1)C(C)(C)C)C(C)(C)C